(3S,4R,6R)-4-(3,4-Difluoro-2-methoxyphenyl)-6-methyl-6-(trifluoromethyl)tetrahydro-2H-pyran-3-carboxylic acid FC=1C(=C(C=CC1F)[C@H]1[C@@H](CO[C@](C1)(C(F)(F)F)C)C(=O)O)OC